COC=1C=C(C=C(C1)OC)C=1C=C2C=C(C(OC2=C(C1)F)=N)C(N)=S 6-(3,5-Dimethoxyphenyl)-8-fluoro-2-imino-2H-chromen-3-thioamide